COC1=C(C=CC=C1)C#CC1=C(C=CC=C1)NC=1C(C2=CC=CC=C2C(C1)=O)=O 2-((2-((2-methoxyphenyl)ethynyl)phenyl)amino)naphthalene-1,4-dione